tert-butyl 4-ethyl-3-oxo-1-oxa-4,9-diazaspiro[5.5]undecane-9-carboxylate C(C)N1C(COC2(C1)CCN(CC2)C(=O)OC(C)(C)C)=O